NC1=CC=C(C=C1)S(=O)(=O)NCCOCCOCCOCCOCCC(=O)OC(C)(C)C tert-butyl 1-((4-aminophenyl)sulfonamido)-3,6,9,12-tetraoxapentadecan-15-oate